NC1=NC=NN2C1=C(C=C2C=2C(=CC(=C(C(=O)N[C@@H]1CN(C[C@@H]1F)C(C1=C(C=CC(=C1)C#N)F)=O)C2)C)F)C(F)(F)F 5-[4-amino-5-(trifluoromethyl)pyrrolo[2,1-f][1,2,4]triazin-7-yl]-N-[(3R,4S)-1-(5-cyano-2-fluorobenzoyl)-4-fluoropyrrolidin-3-yl]-4-fluoro-2-methylbenzamide